C(C)(C)(C)C1N(CCC2(C1)C1=C(OC2)C=2COC(C2C=C1)=O)C(=O)O tert-butyl-6-oxo-6,8-dihydro-2H-spiro[benzo[2,1-b:3,4-c']difuran-3,4'-piperidine]-1'-carboxylic acid